(E)-N-(5-(3-(cyclopropylmethoxy)-4-(difluoromethoxy)styryl)pyridin-2-yl)acetamide C1(CC1)COC=1C=C(/C=C/C=2C=CC(=NC2)NC(C)=O)C=CC1OC(F)F